FC1=CC=C(C=2N(C(=NC21)C2=NON=C2C)CC=2N=NC=CC2)F 3-(4,7-difluoro-1-(pyridazin-3-ylmethyl)-benzimidazol-2-yl)-4-methyl-1,2,5-oxadiazole